ClC1=C(C=CC=C1OC)C(=O)N1C[C@H]2CO[C@@H](CN2CC1)C1=NC(=CC=C1)C(F)(F)F |o1:13,16| (2-chloro-3-methoxyphenyl)-[rel-(3S,9aS)-3-[6-(trifluoromethyl)-2-pyridyl]-3,4,6,7,9,9a-hexahydro-1H-pyrazino[2,1-c][1,4]oxazin-8-yl]methanone